2-amino-3-methyl-6-[(1-methylpyrazol-3-yl)methyl]benzimidazole-4-carbonitrile NC=1N(C2=C(N1)C=C(C=C2C#N)CC2=NN(C=C2)C)C